FC1=C(C=CC=C1)N1C[C@H](CCC1)CN1[C@@H]([C@H]([C@@H]([C@H](C1)O)O)O)CO (2R,3R,4R,5S)-1-(((R)-1-(2-fluorophenyl)piperidin-3-yl)methyl)-2-(hydroxymethyl)piperidine-3,4,5-triol